bis(4-naphthalen-2-yl-phenyl)-(2',5'-diphenyl-biphenyl-4-yl)amine C1=C(C=CC2=CC=CC=C12)C1=CC=C(C=C1)N(C1=CC=C(C=C1)C1=C(C=CC(=C1)C1=CC=CC=C1)C1=CC=CC=C1)C1=CC=C(C=C1)C1=CC2=CC=CC=C2C=C1